BrC1=C(C2=C(CN3[C@@H](CO2)CN(CC3)C(=O)OC(C)(C)C)N=C1)Cl Tert-butyl (6aR)-3-bromo-4-chloro-6a,7,9,10-tetrahydro-12H-pyrazino[2,1-c]pyrido[2,3-f][1,4]oxazepine-8(6H)-carboxylate